C(CCCC(C)C)(=O)O i-heptanoic acid